ClC1=CC=C(C(=N1)NC1=NC=C(C#N)C=C1)[N+](=O)[O-] 6-((6-chloro-3-nitropyridin-2-yl)amino)nicotinonitrile